N-(1,2-dihydroxy-n-propyl)-N'-methyl-piperazine OC(C(C)O)N1CCN(CC1)C